C(CCCCCCCCCCCCC)(=O)[O-].[In+3].C(CC)C(COCCOCCO)CCCCC.C(CCCCCCCCCCCCC)(=O)[O-].C(CCCCCCCCCCCCC)(=O)[O-] 2-(2-((2-propylheptyl)oxy)ethoxy)ethane-1-ol Indium myristat